dimethylsilyl-bis(diethylcyclopentadienyl)zirconium dichloride [Cl-].[Cl-].C[SiH](C)[Zr+2](C1(C(=CC=C1)CC)CC)C1(C(=CC=C1)CC)CC